3-Methacryloxypropyltris(2-methoxyethoxy)silan C(C(=C)C)(=O)OCCC[Si](OCCOC)(OCCOC)OCCOC